BrC1=CC=C(C=N1)OCC1[C@H]2CN(C[C@@H]12)C(=O)OC(C)(C)C tert-butyl (1R,5S)-6-[(6-bromo-3-pyridyl)oxymethyl]-3-azabicyclo[3.1.0]hexane-3-carboxylate